6,6'-disulfanediylbis(4-methoxy-3-(trifluoromethyl)aniline) S(SC1=CC(=C(C=C1N)C(F)(F)F)OC)C1=CC(=C(C=C1N)C(F)(F)F)OC